tert-butyl (3S,4R)-4-[(2-{3-[(2-ethoxy-4-methanesulfonylphenyl)amino]prop-1-yn-1-yl}-1-(2,2,2-trifluoroethyl)-1H-indol-4-yl)amino]-3-fluoropiperidine-1-carboxylate C(C)OC1=C(C=CC(=C1)S(=O)(=O)C)NCC#CC=1N(C2=CC=CC(=C2C1)N[C@H]1[C@H](CN(CC1)C(=O)OC(C)(C)C)F)CC(F)(F)F